3-(4-(dimethylamino)phenyl)-2-(4-hydroxyphenyl)acrylonitrile CN(C1=CC=C(C=C1)C=C(C#N)C1=CC=C(C=C1)O)C